(R)-3-(6-(2-Benzyl-4-(pyridin-3-ylsulfonyl)piperazin-1-yl)-1-methyl-1H-pyrazolo[3,4-d]pyrimidin-3-yl)-2,6-difluoro-5-(trifluoromethyl)phenol C(C1=CC=CC=C1)[C@H]1N(CCN(C1)S(=O)(=O)C=1C=NC=CC1)C1=NC=C2C(=N1)N(N=C2C=2C(=C(C(=C(C2)C(F)(F)F)F)O)F)C